3-isopropylisothiazol C(C)(C)C1=NSC=C1